ClC1=C(C=C(C(=O)C2=C(C(=O)O)C=CC=C2)C=C1)[N+](=O)[O-] 2-(4-chloro-3-nitrobenzoyl)-benzoic acid